lithium (triglyme) COCCOCCOCCOC.[Li]